lithium aluminum silver lanthanum [La].[Ag].[Al].[Li]